C(C)(=O)OC1=CC=C2C(=CC(OC2=C1OC(C)=O)=O)C 7,8-diacetoxy-4-methylcoumarin